5-bromo-1-(tetrahydro-2H-pyran-2-yl)-1H-indazole-3-carbaldehyde BrC=1C=C2C(=NN(C2=CC1)C1OCCCC1)C=O